COC1=C2C(=CNC2=CC=C1)CC(N(C)C)([2H])[2H] 2-(4-methoxy-1H-indol-3-yl)-N,N-dimethylethan-1-amine-1,1-d2